N-Boc-2-(1-(4-chlorophenyl)-1H-pyrazol-3-yloxy)ethylamine C(=O)(OC(C)(C)C)NCCOC1=NN(C=C1)C1=CC=C(C=C1)Cl